6-[4-(cyclopropylmethoxy)phenyl]-N-[(2-methoxy-3-pyridinyl)methyl]pyridazine-4-carboxamide C1(CC1)COC1=CC=C(C=C1)C1=CC(=CN=N1)C(=O)NCC=1C(=NC=CC1)OC